C1(CC1)CC1=C(C(=NN1)C1=CC(=C(C=C1)F)C=1C=NN(C1)C)CC1=C(C=C(C=C1)S(N)(=O)=O)F 5-(cyclopropylmethyl)-3-(4-fluoro-3-(1-methyl-1H-pyrazol-4-yl)phenyl)-4-(2-Fluoro-4-sulfamoylbenzyl)-1H-pyrazole